Methyl (S)-2-amino-3-(2-((4-(trifluoromethyl)phenyl)thio)-1H-indol-3-yl)propanoate N[C@H](C(=O)OC)CC1=C(NC2=CC=CC=C12)SC1=CC=C(C=C1)C(F)(F)F